2,6-dibenzyloxy-3-(3-bromo-2-fluorophenyl)pyridine C(C1=CC=CC=C1)OC1=NC(=CC=C1C1=C(C(=CC=C1)Br)F)OCC1=CC=CC=C1